O(S(=O)(=O)C(F)(F)F)C1=NC=2C3=C(CCC2C=N1)N=NN3C(C)C 1-isopropyl-4,5-dihydro-1H-[1,2,3]triazolo[4,5-H]quinazolin-8-yl triflate